C(C)OC1=CC=CC(=N1)[C@H]1[C@@]2(C1)C(NS(C=1C=CC=C(NCCCOC3=CC=C(C=C32)C)N1)(=O)=O)=O (2'R,5R)-2'-(6-ethoxy-2-pyridyl)-8-methyl-2,2-dioxo-spiro[12-oxa-2λ6-thia-3,16,21-triazatricyclo[15.3.1.06,11]henicosa-1(21),6,8,10,17,19-hexaene-5,1'-cyclopropane]-4-one